C1(CCCCC1)C1=C(C=C(C=C1)C=1NC=2N(C(C1)=O)N=C(C2C(=O)N2CC(C2)CF)C2=NC=CC=N2)F 5-(4-cyclohexyl-3-fluoro-phenyl)-3-[3-(fluoromethyl)azetidine-1-carbonyl]-2-pyrimidin-2-yl-4H-pyrazolo[1,5-a]pyrimidin-7-one